4-(((3-Amino-7-methoxy-1,8-naphthyridin-4-yl)amino)methyl)-2-fluorobenzenesulfonamide NC=1C=NC2=NC(=CC=C2C1NCC1=CC(=C(C=C1)S(=O)(=O)N)F)OC